S-(2-aminovinyl)-D-cysteine NC=CSC[C@@H](N)C(=O)O